3-((L-serinyl)amino)-3,3-dideutero-1-propanesulfonic acid N[C@@H](CO)C(=O)NC(CCS(=O)(=O)O)([2H])[2H]